CN(C1=CC=C(N=N1)C1=C(C=C2C=CN=C(C2=C1)O)O)C1CC(NC(C1)(C)C)(C)C 7-(6-(methyl(2,2,6,6-tetramethylpiperidin-4-yl)amino)pyridazin-3-yl)isoquinoline-1,6-diol